7-(3-fluoro-4-((4-methylpyrimidin-2-yl)oxy)phenyl)-6-(4-methacrylamidophenyl)pyrrolo[1,2-a]pyrazine-8-carboxamide FC=1C=C(C=CC1OC1=NC=CC(=N1)C)C=1C(=C2N(C=CN=C2)C1C1=CC=C(C=C1)NC(C(=C)C)=O)C(=O)N